FC=1C=C(C(=NC1)CN)N1CCN(CC1)C 1-[5-fluoro-3-(4-methylpiperazin-1-yl)pyridin-2-yl]Methylamine